C(C)(C)(C)C1=CC=C(C=C1)N1C2=CC=C(C=C2C=2C=C(C=CC12)[Si](C1=CC=CC=C1)(C1=CC=CC=C1)C1=CC=CC=C1)[Si](C1=CC=CC=C1)(C1=CC=CC=C1)C1=CC=CC=C1 9-(4-tert-butylphenyl)-3,6-Bis(triphenylsilyl)-9H-carbazole